NC1=C2C=NC(=NC2=CC(=C1F)C1=C(C2=C(OCCN2)N=C1)C)NC1=CC=C(C=C1)C1(CC1)C(=O)NC 1-(4-((5-amino-6-fluoro-7-(8-methyl-2,3-dihydro-1H-pyrido[2,3-b][1,4]oxazin-7-yl)quinazolin-2-yl)amino)phenyl)-N-methylcyclopropane-1-carboxamide